2-(2-chlorophenyl)-N-[3-{[(dimethylamino)methylene]sulfamoyl}-4-(pyridin-4-yl)phenyl]acetamide ClC1=C(C=CC=C1)CC(=O)NC1=CC(=C(C=C1)C1=CC=NC=C1)S(N=CN(C)C)(=O)=O